dipotassium hydrogen phosphate-aniline NC1=CC=CC=C1.P(=O)(O)([O-])[O-].[K+].[K+]